FC([C@]12CCN(C[C@@H]2C1)C1=C(C(=O)OC)C=CC(=C1)[N+](=O)[O-])F methyl 2-((1R,6S)-6-(difluoromethyl)-3-azabicyclo[4.1.0]heptan-3-yl)-4-nitrobenzoate